ClC=1C(=CC2=C(N(C(CS2)=O)C)C1)F 6-Chloro-7-fluoro-4-methyl-2,4-dihydro-1,4-benzothiazin-3-one